ClC=1C=C(C=NC1C1=NN(C=N1)C)NC(=O)C=1C=NN(C1C(F)(F)F)C=1C=2C3=C(C(NC3=CC1)=C=O)C=CC2 N-(5-chloro-6-(1-methyl-1H-1,2,4-triazol-3-yl)pyridin-3-yl)-1-(2-carbonyl-1,2-dihydrobenzo[cd]indol-6-yl)-5-(trifluoromethyl)-1H-pyrazole-4-carboxamide